NC1=NOC2=C1CC1(C3=CC=C(C=C32)O)CC1 3'-amino-4'H-spiro[cyclopropane-1,5'-naphtho[2,1-d]isoxazol]-8'-ol